(S)-N-[(1S)-1-[(2S)-6-hydroxy-5-iodo-tetrahydropyran-2-yl]ethyl]-N,2-dimethyl-propane-2-sulfinamide OC1C(CC[C@H](O1)[C@H](C)N([S@@](=O)C(C)(C)C)C)I